(3S)-8-(6-tert-butylpyridin-3-yl)-3-methyl-6-oxo-2H,3H,4H,6H-pyrido[2,1-b][1,3]thiazine-7-carbonitrile C(C)(C)(C)C1=CC=C(C=N1)C=1C=C2SC[C@H](CN2C(C1C#N)=O)C